3-bromo-2-piperazin-1-yl-6-(trifluoromethyl)quinoline BrC=1C(=NC2=CC=C(C=C2C1)C(F)(F)F)N1CCNCC1